(2S,3S,6S,7R,10R,E)-10-((tert-butyldimethylsilyl)oxy)-7-(1-ethoxyethoxy)-3,7-dimethyl-12-oxo-2-((E)-4-oxobut-2-en-2-yl)oxacyclododec-4-en-6-yl acetate C(C)(=O)O[C@H]1/C=C/[C@@H]([C@H](OC(C[C@@H](CC[C@@]1(C)OC(C)OCC)O[Si](C)(C)C(C)(C)C)=O)\C(\C)=C\C=O)C